4-hydroxybutyrat OCCCC(=O)[O-]